[C+4].S(=O)(=O)([O-])[O-].[Cu+2].S(=O)(=O)([O-])[O-].S(=O)(=O)([O-])[O-] copper sulfate carbon